C1(CC1)COC1=C(C=C(C=C1)C1=CC(=CN=N1)C(=O)NCC=1C(=NC=CC1)N1CCOCC1)C(F)(F)F 6-[4-(cyclopropylmethoxy)-3-(trifluoromethyl)phenyl]-N-[(2-morpholino-3-pyridyl)methyl]pyridazine-4-carboxamide